OC1=CC=C2CC[C@@H](OC2=C1)C1=CC(=C(C=C1)OC)O (2R)-7,3'-dihydroxy-4'-methoxyflavan